3-(1-isopropyl-3,3,5,7-tetramethyloctahydrobenzo[c]isoxazol-5-yl)-4-methylbenzonitrile C(C)(C)N1OC(C2C1C(CC(C2)(C)C=2C=C(C#N)C=CC2C)C)(C)C